C(C)OC(=O)N(C(C(=O)OCC)C(CC)C)CC ethyl 2-((ethoxycarbonyl) (ethyl) amino)-3-methylpentanoate